OC(=O)C(F)(F)F.C([C@]12C[C@H](N[C@@H]2C1)C(=O)NC1=NC(=CC=C1C)C(F)(F)F)([2H])([2H])[2H] (1R,3S,5R)-5-(methyl-d3)-N-(3-methyl-6-(trifluoromethyl)pyridin-2-yl)-2-azabicyclo[3.1.0]hexane-3-carboxamide TFA salt